[2-Fluoro-5-(propan-2-yl)phenyl]boronic acid FC1=C(C=C(C=C1)C(C)C)B(O)O